C(O)(O)=O.CC(CO)(C(C(C)C)O)C 2,2,4-Trimethyl-1,3-pentanediol carbonate